(2-ethoxymethyl)ethanolamine CCOCC(O)CN